CN(CCC1=C(C=CC(=N1)NC=1C2=C(C(=NC1)C1=C3C(=NC=C1)N(C=C3)C)CNC2=O)[C@@H]2COCC2)C (R)-7-((6-(2-(dimethyl-amino)ethyl)-5-(tetrahydrofuran-3-yl)pyridin-2-yl)amino)-4-(1-methyl-1H-pyrrolo[2,3-b]pyridin-4-yl)-2,3-dihydro-1H-pyrrolo[3,4-c]pyridin-1-one